C(C)OP(=O)([O-])OCC[N+](C)(C)C O-1-ethylphosphocholine